ClC1=CC=C(CNC(NCCCCCNC(C2=C(C=CC=C2)F)=O)=O)C=C1 N-(5-(3-(4-chlorobenzyl)ureido)pentyl)-2-fluorobenzamide